C(C=C)N1N(C2=NC(=NC=C2C1=O)NC1=CC=C(C=C1)N1CCN(CC1)C)C1=CC=C2C(=N1)[C@@](CC2)(O)CC |r| racemic-2-allyl-1-(7-ethyl-7-hydroxy-6,7-dihydro-5H-cyclopenta[b]pyridin-2-yl)-6-((4-(4-methylpiperazin-1-yl)phenyl)amino)-1,2-dihydro-3H-pyrazolo[3,4-d]pyrimidin-3-one